(S)-(7-(3,4-dimethoxyphenyl)pyrazolo[1,5-a]pyrimidin-2-yl)(3-isopropylpiperazin-1-yl)methanone COC=1C=C(C=CC1OC)C1=CC=NC=2N1N=C(C2)C(=O)N2C[C@@H](NCC2)C(C)C